C(C)(C)SC=1C(=NC=C(C1)C(F)(F)F)C1=NC=2C(=NC=C(C2)C(C(F)(F)F)(F)F)N1C 2-(3-isopropylsulfanyl-5-trifluoromethylpyridin-2-yl)-3-methyl-6-pentafluoroethyl-3H-imidazo[4,5-b]pyridine